2-(Methoxycarbonyl)cyclopentan-1-one COC(=O)C1C(CCC1)=O